C(C)N1N=C(C=C1)C1=NC(=CC(=C1)[C@@H](C)NC(C1=C(C=CC(=C1)OC[C@H]1N(CC1)C)C)=O)C=1C=NN(C1)C N-((R)-1-(2-(1-ethyl-1H-pyrazol-3-yl)-6-(1-methyl-1H-pyrazol-4-yl)pyridin-4-yl)ethyl)-2-methyl-5-(((S)-1-methylazetidin-2-yl)methoxy)benzamide